methyl 1-(furan-2-ylmethyl)-2-oxo-2,3-dihydro-1H-thieno[2,3-b][1,4]thiazine-6-carboxylate O1C(=CC=C1)CN1C2=C(SCC1=O)SC(=C2)C(=O)OC